7-fluoro-2-methyl-6-(4-pyridinyl)-4-oxa-1-azatricyclo[7.3.1.05,13]tridecan-5(13),6,8,11-tetraen-10-one FC1=C(C=2OCC(N3C=CC(C(=C1)C32)=O)C)C3=CC=NC=C3